NC1=CC=C(C=C1)NCC 4-aminophenyl-ethylamine